1-(6-(1,3-dioxolan-2-yl)pyridin-2-yl)-N-(5-cyano-4-(cyclopropylamino)pyridin-2-yl)cyclopropane-1-carboxamide O1C(OCC1)C1=CC=CC(=N1)C1(CC1)C(=O)NC1=NC=C(C(=C1)NC1CC1)C#N